1-(2,3-Dihydrobenzo[b][1,4]dioxin-6-yl)-4-(pyridazin-3-yl)butane-1,4-dione O1C2=C(OCC1)C=C(C=C2)C(CCC(=O)C=2N=NC=CC2)=O